4-(imidazol-1-yl)aniline N1(C=NC=C1)C1=CC=C(N)C=C1